O=C1O[IH3]C2=C1C=CC=C2 3-Oxo-1λ5,2-benziodoxole